C[C@@H]1CS[C@H](CN1C(=O)C1=C(C=CC=C1)N1N=CC=N1)COC1=NC=CC=N1 (2R,5R)-5-methyl-2-[(pyrimidin-2-yloxy)methyl]-4-{[2-(2H-1,2,3-triazol-2-yl)phenyl]carbonyl}thiomorpholine